ClCCCCCCOCCOCCC(=O)NC1=CC=C2C(OC3(C4=CC=C(C=C4OC=4C=C(C=CC34)N3CCC3)N3CCC3)C2=C1)=O 3-(2-((6-chlorohexyl)oxy)ethoxy)-N-(3',6'-bis(azetidin-1-yl)-3-oxo-3H-spiro[isobenzofuran-1,9'-xanthen]-6-yl)propanamide